tert-butyl 6-bromo-3-methoxy-2-methylbenzoate BrC1=CC=C(C(=C1C(=O)OC(C)(C)C)C)OC